COC(C(CC1CC(NC2=CC=CC=C12)=O)N)=O methyl-2-amino-3-(2-oxo-3,4-dihydro-1H-quinolin-4-yl)propanoate